COC1=CC=C(C=C1)/C=C/C(=O)OCCC(CCC=C(C)C)C 3,7-dimethyloct-6-en-1-yl (E)-3-(4-methoxyphenyl)acrylate